C1(CC1)N1N=C2C(=CC=C(C2=C1)C1=CC(=C(C(=C1)OC)OC)OC)OC(F)F 2-cyclopropyl-7-(difluoromethoxy)-4-(3,4,5-trimethoxyphenyl)-2H-indazole